N-[(2-Amino-3-pyridyl)sulfonyl]-6-(2-fluoro-3-methoxyphenyl)-2-[(4S)-2,2,4-trimethylpyrrolidin-1-yl]pyridin-3-carboxamid NC1=NC=CC=C1S(=O)(=O)NC(=O)C=1C(=NC(=CC1)C1=C(C(=CC=C1)OC)F)N1C(C[C@@H](C1)C)(C)C